rac-4-((2r,3s,5r)-3-(4-fluoro-2-(2-hydroxyethoxy)-3-methylphenyl)-5-methyl-5-(trifluoromethyl)tetrahydrofuran-2-carboxamido)pyridineamide FC1=C(C(=C(C=C1)[C@H]1[C@@H](O[C@](C1)(C(F)(F)F)C)C(=O)NC1=CC(=NC=C1)C(=O)N)OCCO)C |r|